2-amino-4-{[(1S)-1-(4-fluorophenyl)-2-hydroxyethyl]amino}pyrimidine-5-carbohydrazide NC1=NC=C(C(=N1)N[C@H](CO)C1=CC=C(C=C1)F)C(=O)NN